C(CCCCCCCC)(=O)O[C@@H]1[C@](O[C@H](C1)N1C2=NC(=NC(=C2N=C1)N)F)(CO[P@](=O)(OC1=CC=CC=C1)N[C@H](C(=O)OC(C)C)CC1=CC=CC=C1)C#C (2R,3S,5R)-5-(6-Amino-2-fluoro-9H-purin-9-yl)-2-ethynyl-2-((((S)-(((S)-1-isopropoxy-1-oxo-3-phenylpropan-2-yl)amino)(phenoxy)phosphoryl)oxy) methyl)tetrahydrofuran-3-yl nonanoate